CN1[C@H]2CN([C@@H](C1)C2)C(=O)Cl (1R,4R)-5-methyl-2,5-diazabicyclo[2.2.1]heptane-2-carboxylic acid chloride